COC1=CC=NC2=CC=C(C=C12)N[C@H]1CN(CC1)CC(=O)N1[C@@H](CCC1)C#N (2S)-1-[2-[(3R)-3-[(4-methoxy-6-quinolinyl)amino]pyrrolidin-1-yl]acetyl]pyrrolidine-2-carbonitrile